1,3-bis[3-(2-methoxyethoxy)propyl]imidazolium ethyl-4-(4-bromonaphthalene-1-sulfonylamino)-piperidine-1-carboxylate C(C)OC(=O)N1CCC(CC1)NS(=O)(=O)C1=CC=C(C2=CC=CC=C12)Br.COCCOCCCN1C=[N+](C=C1)CCCOCCOC